C(C)OC([C@@H](N)CC1=CC=C(C=C1)F)=O para-fluoro-L-phenylalanine ethyl ester